1-bromo-1-fluoroethylene BrC(=C)F